3-cyclopropyl-N-[(2E)-imidazolidin-2-ylidene]benzamide tert-butyl-2,6-diazaspiro[3.4]octane-6-carboxylate hydrogen chloride Cl.C(C)(C)(C)OC(=O)N1CC2(CNC2)CC1.C1(CC1)C=1C=C(C(=O)N=C2NCCN2)C=CC1